ClC1=NC(=C(C(=N1)NC1=NNC2=CC(=CC=C12)[C@@H]1C[C@@]12C=NC1=CC=C(C=C21)OC)OC)N2CCOCC2 (1R,2S)-2-(3-{[2-chloro-5-methoxy-6-(morpholin-4-yl)pyrimidin-4-yl]amino}-1H-indazol-6-yl)-5'-methoxyspiro[cyclopropane-1,3'-indol]